5-HYDROXY-2-METHYLBENZALDEHYDE OC=1C=CC(=C(C=O)C1)C